(Z)-2-((3-benzyl-5-(2-chloro-3-hydroxyphenyl)pyrazin-2-yl)amino)-3-(furan-2-yl)acrylic acid C(C1=CC=CC=C1)C=1C(=NC=C(N1)C1=C(C(=CC=C1)O)Cl)N\C(\C(=O)O)=C/C=1OC=CC1